FCC(F)(F)F tetrafluoroethan